4-((4-bromopyridin-2-yl)oxy)-2-chloro-5-iodopyrimidine BrC1=CC(=NC=C1)OC1=NC(=NC=C1I)Cl